2-(2-ethoxy-5-((4-methylpiperazin-1-yl)sulfonyl)phenyl)-5-methyl-4-oxo-7-propyl-3,4-dihydropyrrolo[2,1-f][1,2,4]triazine-6-carbaldehyde C(C)OC1=C(C=C(C=C1)S(=O)(=O)N1CCN(CC1)C)C1=NN2C(C(N1)=O)=C(C(=C2CCC)C=O)C